ClC=1C=C(C=CC1)C=1N=C(NC1C=1C=CC=2N(C1)N=CN2)CC 6-(4-(3-Chlorophenyl)-2-ethyl-1H-imidazol-5-yl)-[1,2,4]triazolo[1,5-a]pyridine